1-acetyl-6,6-dimethyl-3-azabicyclo[3.1.0]Hexane-2-carbonitrile C(C)(=O)C12C(NCC2C1(C)C)C#N